ONC(CCCCCC1=CC(=CC=C1)NC1=NC2=CC=CC=C2C(N1)=O)=O N-hydroxy-6-(3-((4-oxo-3,4-dihydroquinazolin-2-yl)amino)phenyl)hexanamide